C(C)N(CCOC=1C=C(C=CC1)B(O)O)CC (3-[2-(DIETHYLAMINO)ETHOXY]PHENYL)BORANEDIOL